3-(diethoxyphosphoryl)-4-oxobutanoic acid C(C)OP(=O)(OCC)C(CC(=O)O)C=O